O1C(CCCC1)N1N=CC2=C3C(=CC=C12)C(CCCO3)=O 8-(tetrahydro-2H-pyran-2-yl)-3,4-dihydro-2H-oxepino[2,3-e]indazol-5(8H)-one